N-(6-(2H-1,2,3-triazol-2-yl)-5-chloropyridin-3-yl)-5-difluoromethyl-1-(2-oxo-1,2-dihydrobenzo[cd]indol-6-yl)-1H-pyrazole-4-carboxamide N=1N(N=CC1)C1=C(C=C(C=N1)NC(=O)C=1C=NN(C1C(F)F)C=1C=2C3=C(C(NC3=CC1)=O)C=CC2)Cl